(4-fluorophenyl)-3-hydroxy-2-(pyridin-2-yl)-2,4,5,7-tetrahydro-6H-pyrazolo[3,4-c]pyridine-6-carboxamide FC1=CC=C(C=C1)C1C=2C(CN(C1)C(=O)N)=NN(C2O)C2=NC=CC=C2